C(CCC)P([O-])(=O)CCC1CCCCC1 butyl(cyclohexylethyl)phosphinat